6,7-Difluoro-9-methoxy-1,4,4-trimethyl-8-(1-methylsulfonyl-1H-indol-4-yl)-5H-[1,2,4]triazolo[4,3-a]quinoxaline FC1=C2NC(C=3N(C2=C(C(=C1F)C1=C2C=CN(C2=CC=C1)S(=O)(=O)C)OC)C(=NN3)C)(C)C